(rac)-2,5-diphenyl-iodophospholane tert-butyl-(4R)-4-(but-2-yn-1-yl)-2,2-dimethyl-1,3-oxazolidine-3-carboxylate C(C)(C)(C)OC(=O)N1C(OC[C@H]1CC#CC)(C)C.C1(=CC=CC=C1)C1P(C(CC1)C1=CC=CC=C1)I